(1s,4s)-2'-[benzyl(methyl)carbamoyl]-4-(3-chloroanilino)spiro[cyclohexane-1,1'-indene]-4-carboxylic acid C(C1=CC=CC=C1)N(C(=O)C=1C2(C3=CC=CC=C3C1)CCC(CC2)(C(=O)O)NC2=CC(=CC=C2)Cl)C